(S)-1-(2-(1-(4-((3-fluorophenoxy)methyl)phenyl)-8-methylimidazo[1,5-a]pyrazin-3-yl)piperidin-1-yl)butan-2-yn-1-one FC=1C=C(OCC2=CC=C(C=C2)C=2N=C(N3C2C(=NC=C3)C)[C@H]3N(CCCC3)C(C#CC)=O)C=CC1